3-{4-[3-(dimethylamino)propyl]-2-fluorophenoxylpropyl}-1,3-thiazole-4-carboxylic acid CN(CCCC1=CC(=C(OCCCN2CSC=C2C(=O)O)C=C1)F)C